C(C1=CC=CC=C1)N1N=C(C=C1C1CC1)C(=O)C1=NC(=NC=C1)SC (1-benzyl-5-cyclopropyl-pyrazol-3-yl)-(2-methylsulfanylpyrimidin-4-yl)methanone